C1=C(C(=CC(=C1)O)C)C 5-xylylalcohol